The molecule is a dithiocarbamic acid resulting from the formal addition of a molecule of carbon disulfide to each amino group of ethylenediamine. It derives from an ethylenediamine. It is a conjugate acid of an ethylenebis(dithiocarbamate). C(CNC(=S)S)NC(=S)S